(S)-N-(7-(3-(1,1-Dioxidothiomorpholino)-3-methylbut-1-yn-1-yl)-5-methyl-4-oxo-2,3,4,5-tetrahydrobenzo[b][1,4]oxazepin-3-yl)-4-phenoxypicolinamide O=S1(CCN(CC1)C(C#CC1=CC2=C(OC[C@@H](C(N2C)=O)NC(C2=NC=CC(=C2)OC2=CC=CC=C2)=O)C=C1)(C)C)=O